(R)-6-fluoro-N-(pyrrolidin-3-yl)quinolin-5-amine hydrochloride Cl.FC1=C(C=2C=CC=NC2C=C1)N[C@H]1CNCC1